9-(4-chloro-2-fluorophenyl)-2,3-dimethyl-7-(2-(1-((2-(trimethylsilyl)ethoxy)methyl)-1H-pyrazol-4-yl)tetrahydro-2H-pyran-4-yl)-4H-pyrazino[1,2-a]pyrimidin-4-one ClC1=CC(=C(C=C1)C1=NC(=CN2C1=NC(=C(C2=O)C)C)C2CC(OCC2)C=2C=NN(C2)COCC[Si](C)(C)C)F